1-(3-((6-(4-Chloro-2-hydroxy-6-methylphenyl)pyridazin-3-yl)methoxy)pyrrolidin-1-yl)ethan-1-one ClC1=CC(=C(C(=C1)C)C1=CC=C(N=N1)COC1CN(CC1)C(C)=O)O